FC1=C(C=CC(=C1)F)C1=C(C(=CN1S(=O)(=O)C1=CC(=CC=C1)F)C(=O)N)OC 5-(2,4-difluorophenyl)-4-methoxy-1-((3-fluorophenyl)sulfonyl)-1H-pyrrole-3-carboxamide